FC(C1=CC=C2C(=N1)CCC2=O)(F)F 2-(trifluoromethyl)-6,7-dihydrocyclopenta[b]pyridin-5-one